C(#N)C1=CC(=NC=C1)F 4-cyano-2-fluoropyridine